N-((cis)-3-(5-chloro-2-(difluoromethyl)phenyl)cyclobutyl)-1-((R or S)-1-(4-methyl-6-((1R,5S)-2-oxo-3-azabicyclo[3.1.0]hexan-3-yl)pyridin-3-yl)ethyl)-1H-1,2,3-triazole-4-carboxamide ClC=1C=CC(=C(C1)[C@H]1C[C@H](C1)NC(=O)C=1N=NN(C1)[C@H](C)C=1C=NC(=CC1C)N1C([C@@H]2C[C@@H]2C1)=O)C(F)F |o1:19|